((4-methoxy-3,5-dimethylpyridin-2-yl)methyl)(3-methyl-5-(1-tosyl-1H-indol-6-yl)phenyl)carbamic acid tert-butyl ester C(C)(C)(C)OC(N(C1=CC(=CC(=C1)C1=CC=C2C=CN(C2=C1)S(=O)(=O)C1=CC=C(C)C=C1)C)CC1=NC=C(C(=C1C)OC)C)=O